C[C@]1(C2=C(NC=3N=CC=C(C13)C(F)(F)F)CC(CC2=O)(C)C)C2=CC=CC=C2 (5S)-5,8,8-trimethyl-5-phenyl-4-(trifluoromethyl)-9,10-dihydro-7H-benzo[b][1,8]naphthyridin-6-one